CC(CCCN)N methylbutane-1,4-diamine